NC1=C(C=C(C=C1)C(=O)C=1NC=2C=CC3=C(C2C1)C(=CC=C3)OC)OC (4-Amino-3-methoxy-phenyl)-(9-methoxy-3H-benzo[e]indol-2-yl)-meth-anone